O1CCN(CC1)C(C1(CC1)C(O)([2H])[2H])([2H])[2H] (1-(Morpholinomethyl-d2)cyclopropyl)methan-d2-ol